FC1(CC(CN(C1)C(C1=CC(=CC(=C1)C1=CC=NC=C1)F)=O)C(=O)NC1=CC(=CC=C1)OC(F)(F)F)F 5,5-difluoro-1-(3-fluoro-5-(pyridin-4-yl)benzoyl)-N-(3-(trifluoromethoxy)phenyl)piperidine-3-carboxamide